methyl (5-((2-bromobenzyl) oxy)-4-oxo-4H-chromen-2-carbonylamino)-L-alloisoleucinate BrC1=C(COC2=C3C(C=C(OC3=CC=C2)C(=O)NN[C@@H]([C@H](C)CC)C(=O)OC)=O)C=CC=C1